(R)-2-(((R)-3-mercapto-2-(methylamino)propyl)amino)-3-(methylamino)propane-1-thiol SC[C@@H](CN[C@@H](CS)CNC)NC